C=1CC(C2=CC=CC=CC12)=O azulen-3-one